cis-1-bis(diphenylphosphino)amino-4-iso-propylcyclohexane C1(=CC=CC=C1)P(C1=CC=CC=C1)N([C@@H]1CC[C@@H](CC1)C(C)C)P(C1=CC=CC=C1)C1=CC=CC=C1